N-((1s,3s)-3-(6-((4-(4-(2-(1-(2-(2,6-dioxopiperidin-3-yl)-1,3-dioxoisoindolin-4-yl)piperidin-4-yl)acetyl)piperazin-1-yl)phenyl)amino)-9H-purin-9-yl)cyclobutyl)-2-phenylacetamide O=C1NC(CC[C@@H]1N1C(C2=CC=CC(=C2C1=O)N1CCC(CC1)CC(=O)N1CCN(CC1)C1=CC=C(C=C1)NC1=C2N=CN(C2=NC=N1)C1CC(C1)NC(CC1=CC=CC=C1)=O)=O)=O